NC=1NC=CN1 AMINOIMIDAZOL